2-cyano-4-[4-cyclopropyl-3-(quinolin-5-yl)-1,2-thiazole-5-amido]benzoic acid C(#N)C1=C(C(=O)O)C=CC(=C1)NC(=O)C1=C(C(=NS1)C1=C2C=CC=NC2=CC=C1)C1CC1